COC1=CC=C(C=2COC(OCC21)C=2N=C(SC2)C2CCN(CC2)C(CN2N=C(C=C2C)C)=O)OS(=O)(=O)C 4-[4-(6-methoxy-9-methylsulfonyloxy-1,5-dihydro-3H-2,4-benzodioxepin-3-yl)-2-thiazolyl]-1-[2-(3,5-dimethyl-1H-pyrazol-1-yl)acetyl]piperidine